(2-hydroxyethyl)diethanolamine tert-butyl-3-{[(2E)-3-(3-fluoro-4-methoxybenzenesulfonyl)prop-2-en-1-yl]carbamoyl}-2-oxo-1,2,5,6,7,8-hexahydro-1,6-naphthyridine-6-carboxylate C(C)(C)(C)OC(=O)N1CC=2C=C(C(NC2CC1)=O)C(NC\C=C\S(=O)(=O)C1=CC(=C(C=C1)OC)F)=O.OCCN(CCO)CCO